S1C(=NC2=C1C=CC=C2)NC2=C(C=C(N=N2)N(C=2SC(=C(N2)C(=O)O)CCCOC2=CC=C(C=C2)C21CC(C2)(C1)CN(C)C)C)C 2-[[6-(1,3-benzothiazol-2-ylamino)-5-methyl-pyridazin-3-yl]-methyl-amino]-5-[3-[4-[1-[(dimethylamino)methyl]-3-bicyclo[1.1.1]pentyl]phenoxy]propyl]thiazole-4-carboxylic acid